2-(azepan-1-yl)-N-(2-methyl-4-(morpholine-4-carbonyl)thiophen-3-yl)acetamide N1(CCCCCC1)CC(=O)NC1=C(SC=C1C(=O)N1CCOCC1)C